N-(2-fluoro-4-(3-methyl-4-oxa-1,9-diazaspiro[5.5]undecan-9-yl)phenyl)-7-methoxy-2-methylimidazo[1,2-a]pyridine-6-carboxamide FC1=C(C=CC(=C1)N1CCC2(COC(CN2)C)CC1)NC(=O)C=1C(=CC=2N(C1)C=C(N2)C)OC